ClC=1C=CC2=C(NC(O2)=O)C1 5-chloro-2(3H)-benzoxazolone